O[C@@H](C(=O)OCC1=CC=CC=C1)C1(CC1)O (R)-benzyl 2-hydroxy-2-(1-hydroxycyclopropyl)acetate